C(C)(C)(C)C=1C=C(N(N1)C1=CC(=C(C=C1)C)C)N 5-tert-butyl-2-(3,4-dimethylphenyl)pyrazol-3-amine